6-(4,4,5,5-Tetramethyl-1,3,2-dioxaborolan-2-yl)-3-(trifluoromethyl)-[1,2,4]triazolo[4,3-a]pyridine CC1(OB(OC1(C)C)C=1C=CC=2N(C1)C(=NN2)C(F)(F)F)C